OC(C(=O)[O-])CCCCCCCCCCCCC.[Al+3].N1C(CC=CC1)C=1C=NC=CC1.OC(C(=O)[O-])CCCCCCCCCCCCC.OC(C(=O)[O-])CCCCCCCCCCCCC 3-(1,2,3,6-tetrahydropyridin-2-yl)pyridine aluminum hydroxypentadecanoate